(R)-4-(3,5-dimethoxyphenyl)-2-oxazolidinone COC=1C=C(C=C(C1)OC)[C@H]1NC(OC1)=O